DL-sorbose OCC(=O)[C@H](O)[C@@H](O)[C@H](O)CO |r|